3-(2-(7,8-dimethyl-[1,2,4]triazolo[1,5-a]pyridin-6-yl)-3-isopropyl-1H-pyrrolo[3,2-b]pyridin-5-yl)azetidine-1-carboxylic acid tert-butyl ester C(C)(C)(C)OC(=O)N1CC(C1)C1=CC=C2C(=N1)C(=C(N2)C=2C(=C(C=1N(C2)N=CN1)C)C)C(C)C